FC(C)(F)C1=NC2=CC=C(C=C2NC1=O)C(=O)OC methyl 2-(1,1-difluoroethyl)-3-oxo-3,4-dihydroquinoxaline-6-carboxylate